FC1=C(C(=CC(=C1)C=1C(=NNC1C)C1=CC(=NC=C1)C)F)N1[C@H]2CC(C[C@@H]1CC2)CO [(1R,5S)-8-[2,6-difluoro-4-[5-methyl-3-(2-methyl-4-pyridyl)-1H-pyrazol-4-yl]phenyl]-8-azabicyclo[3.2.1]octan-3-yl]methanol